C(#N)N1C(CCC1)C1=NOC(=N1)C1=NC(=NC=C1)C1=CC(=NC=C1)C#N 4-(4-(3-(1-Cyanopyrrolidin-2-yl)-1,2,4-oxadiazol-5-yl)pyrimidin-2-yl)picolinonitrile